C1=C(C=CC2=CC=CC=C12)O beta-naphthol